C1NCCC2CCCCC12 decahydroisoquinoline